tert-butyl 2-(1-(3-(2,6-bis(benzyloxy)pyridin-3-yl)-1-methyl-2-oxo-2,3-dihydro-1H-imidazo[4,5-b]pyridin-6-yl)-4-hydroxypiperidin-4-yl)acetate C(C1=CC=CC=C1)OC1=NC(=CC=C1N1C(N(C=2C1=NC=C(C2)N2CCC(CC2)(O)CC(=O)OC(C)(C)C)C)=O)OCC2=CC=CC=C2